COC1=NC(=CC(=N1)C=O)C=O 2-METHOXYPYRIMIDINE-4,6-DICARBALDEHYDE